ethyl 5-chloro-1-methyl-1H-pyrazolo[4,3-b]pyridine-7-carboxylate ClC1=CC(=C2C(=N1)C=NN2C)C(=O)OCC